(R)-N-(5-(5-(difluoromethyl)-1,2,4-oxadiazol-3-yl)-2,3-dihydro-1H-inden-1-yl)-1-(2-hydroxyethyl)-1H-pyrazole-4-carboxamide FC(C1=NC(=NO1)C=1C=C2CC[C@H](C2=CC1)NC(=O)C=1C=NN(C1)CCO)F